(7R)-2-[4-(3-cyclopropylphenoxy)phenyl]-7-[4-(prop-2-enoyl)piperazin-1-yl]-4,5,6,7-tetrahydro-2H-pyrazolo[4,3-b]pyridine-3-carboxamide C1(CC1)C=1C=C(OC2=CC=C(C=C2)N2N=C3C(NCC[C@H]3N3CCN(CC3)C(C=C)=O)=C2C(=O)N)C=CC1